FS(=O)(=O)OC=1C=C2C=CC=C(C2=CC1)C(=O)O 6-((fluorosulfonyl)oxy)-1-naphthoic acid